C(#N)C(=CC=1C=C(C=CC1)CCCC(=O)[C@@H](CC1=CC=CC=C1)B(O)O)C(=O)N(C)C (R)-1-(4-(3-(2-cyano-3-(dimethylamino)-3-oxoprop-1-enyl)phenyl)butyryl)-2-phenylethyl-boronic acid